NC=1C=CC=C2C=C(NC12)C=1OC=NN1 2-(7-amino-1H-indol-2-yl)-1,3,4-oxadiazole